C(C1=CC=CC=C1)O[C@]1(C2=NN=C(C=3C(=CC(=C(SCCCCC1)N3)C(F)(F)F)NC(OC(C)(C)C)=O)O2)C(F)(F)F tert-Butyl N-[(6R)-6-benzyloxy-6,14-bis(trifluoromethyl)-18-oxa-12-thia-3,4,17-triazatricyclo[11.3.1.12,5]octadeca-1(17),2,4,13,15-pentaen-16-yl]carbamate